ClC=1C=C(C(=NC1)OC)S(=O)(=O)NC1=C(C(=C(C=C1)F)C=1C=C2C=NC(=NC2=CC1)N[C@H](CO)C)F (S)-5-chloro-N-(2,4-difluoro-3-(2-(1-hydroxypropan-2-ylamino)quinazolin-6-yl)phenyl)-2-methoxypyridine-3-sulfonamide